O=C1NC(CCC1N1C(C2=CC(=CC(=C2C1)C1CCN(CC1)CCCCCCCC=1C=C(C#N)C=CC1OC1=CC2=C(B(OC2)O)C=C1)F)=O)=O 3-(7-(4-(2-(2,6-Dioxopiperidin-3-yl)-6-fluoro-1-oxoisoindolin-4-yl)piperidin-1-yl)heptyl)-4-((1-hydroxy-1,3-dihydrobenzo[c][1,2]oxaborol-5-yl)oxy)benzonitrile